6-(2-(5-Cyclopropyl-3-(4-(trifluoromethyl)pyridin-3-yl)isoxazol-4-yl)-7-azaspiro[3.5]non-1-en-7-yl)-4-(difluoromethoxy)chinolin C1(CC1)C1=C(C(=NO1)C=1C=NC=CC1C(F)(F)F)C1=CC2(C1)CCN(CC2)C=2C=C1C(=CC=NC1=CC2)OC(F)F